4-(trifluoromethoxy)-2-vinyl-benzamide FC(OC1=CC(=C(C(=O)N)C=C1)C=C)(F)F